Sodium (E)-2-(4-((3-(4-fluorophenyl)-3-(4-(3-morpholinoprop-1-yn-1-yl)phenyl)allyl)oxy)-2-methylphenoxy)acetate FC1=CC=C(C=C1)/C(=C/COC1=CC(=C(OCC(=O)[O-])C=C1)C)/C1=CC=C(C=C1)C#CCN1CCOCC1.[Na+]